C1(=CC=CC=C1)[C@@H](C)\N=C\C(=O)OC methyl (R,E)-2-((1-phenylethyl)imino)acetate